CN1C[C@@]2(C[C@@H]2C1)C#CC1=C(C=C2C(=NC=NC2=C1)NC1=CC=C(C=C1)OC1=CC=CC=C1)N 7-[2-[(1r,5s)-3-methyl-3-azabicyclo[3.1.0]hexane-1-yl]ethynyl]-N4-(4-phenoxyphenyl)quinazoline-4,6-diamine